6-(Trifluoromethyl)piperidin-2-one tert-butyl-(4-(2-(2-methyl-2H-indazol-5-yl)-3,6-dioxo-2,3,5,6-tetrahydropyrido[3,2-c]pyridazin-4-yl)phenyl)carbamate C(C)(C)(C)N(C(O)=O)C1=CC=C(C=C1)C1=C2C(=NN(C1=O)C1=CC3=CN(N=C3C=C1)C)C=CC(N2)=O.FC(C2CCCC(N2)=O)(F)F